C(C)(C)(C)O[C@@H]([C@@H](C(NC1=NC=CC(=C1)CN1C(N[C@@H](C1)C(F)(F)F)=O)=O)NC(=O)C1=CC=NN1C)C N-((2S,3R)-3-(tert-butoxy)-1-oxo-1-((4-(((S)-2-oxo-4-(trifluoromethyl)-imidazolidin-1-yl)methyl)pyridin-2-yl)amino)butan-2-yl)-1-methyl-1H-pyrazole-5-carboxamide